(R)-5-((4-(3-aminopiperidin-1-yl)-3-((methylsulfonyl)methyl)phenyl)amino)-7-(cyclopropylamino)pyrazolo[1,5-a]pyrimidine-3-carbonitrile monotrifluoroacetic acid salt FC(C(=O)O)(F)F.N[C@H]1CN(CCC1)C1=C(C=C(C=C1)NC1=NC=2N(C(=C1)NC1CC1)N=CC2C#N)CS(=O)(=O)C